C(C=C)(=O)NCCCC=O 4-acrylamidobutyraldehyde